[N+](=O)([O-])C1=CC=C(CS(=O)(=O)[NH-])C=C1 4-nitrobenzylsulfonylamide